N-(6-(2-hydroxypropan-2-yl)-2-((1r,4r)-4-(piperazin-1-yl)cyclohexyl)-2H-indazol-5-yl)pyrazolo[1,5-a]pyrimidine-3-carboxamide OC(C)(C)C=1C(=CC2=CN(N=C2C1)C1CCC(CC1)N1CCNCC1)NC(=O)C=1C=NN2C1N=CC=C2